1-Methyl-2-(6-trifluoromethoxy-benzothiazol-2-ylamino)-1H-benzoimidazole-5-carboxylic acid [3-(2-hydroxy-ethoxy)-propyl]-amide OCCOCCCNC(=O)C1=CC2=C(N(C(=N2)NC=2SC3=C(N2)C=CC(=C3)OC(F)(F)F)C)C=C1